C(C)(C)(C)OC(=O)N1CCC(CC1)N1C(C(=C(C=C1)C(=O)O)CO)=O 1-(1-(tert-butoxycarbonyl)piperidin-4-yl)-3-(hydroxymethyl)-2-oxo-1,2-dihydropyridine-4-carboxylic acid